C(C1=CC=CC=C1)N1C[C@@H](CC1)N (R)-1-benzyl-pyrrolidin-3-amine